CN(C)CCC[Si](OCC)(OCC)OCC 3-(N,N-dimethylamino)propyltriethoxysilane